BrC=1C=C(C=CC1)C(=C)C=1C(=NC=C(C1I)F)N 3-(1-(3-bromophenyl)vinyl)-5-fluoro-4-iodopyridin-2-amine